C(C1CO1)N1C(=O)N(C(=O)C(C1=O)(C(C)CC)CC(=C)Br)CC1CO1 1,3-diglycidyl-5-β-bromoallyl-5-sec-butylbarbituric acid